COC([C@H](C[C@H]1C(NCC1)=O)NC([C@H](CC(C)(C)C)NC(=O)C=1NC2=CC=CC(=C2C1)OC)=O)=O.C1(=CC=CC=C1)N1C(=NC2=C1C=CC=C2)C2=CC(=CC(=C2)C2=NC1=C(N2C2=CC=CC=C2)C=CC=C1)C1=NC2=C(N1C1=CC=CC=C1)C=CC=C2 1,3,5-tris(1-phenyl-1H-benzimidazol-2-yl)benzene methyl-(2S)-2-[[(2S)-2-[(4-methoxy-1H-indole-2-carbonyl)amino]-4,4-dimethyl-pentanoyl]amino]-3-[(3S)-2-oxopyrrolidin-3-yl]propanoate